CC=1C=C(C=CC1)N(C1=CC(=CC=C1)C)C1=CC=C(C=C1)N(C1=CC=CC=C1)C1=CC=C(C=C1)C1=CC=C(C=C1)N(C1=CC=C(C=C1)N(C1=CC(=CC=C1)C)C1=CC(=CC=C1)C)C1=CC=CC=C1 4,4'-bis[N-[4-(N,N-bis(3-methylphenyl)amino)phenyl]-N-phenylamino]biphenyl